benzyl (R)-4-allyl-1,2,3-oxathiazolidine-3-carboxylate 2,2-dioxide C(C=C)[C@H]1N(S(OC1)(=O)=O)C(=O)OCC1=CC=CC=C1